C(N)(=O)C1=CC=C(C=N1)NC(=O)[C@@H]1CC12CCN(CC2)C(=O)OC(C(F)(F)F)C(F)(F)F 1,1,1,3,3,3-Hexafluoropropan-2-yl (R)-1-((6-carbamoylpyridin-3-yl)carbamoyl)-6-azaspiro[2.5]octan-6-carboxylat